NC1=NC=C(C=C1O[C@H](C)C1=C(C(=CC(=C1)F)F)C=1N=CSC1C(=O)C1=NN(C(=C1)C#N)C)Br 3-(4-{2-[(1R)-1-[(2-amino-5-bromopyridin-3-yl)oxy]ethyl]-4,6-difluorophenyl}-1,3-thiazole-5-carbonyl)-1-methyl-1H-pyrazole-5-carbonitrile